CC(CS)C(C)S 2-methyl-1,3-butanedithiol